C1(CC1)C=1C=C(C=2N(C1)C=C(N2)[C@H](C)NC2=CC(=NC=N2)NC(=O)[C@H]2[C@@H](C2)C2=NC=CC(=N2)C)N2C(N(C(C2)=O)C)=O (1R,2R)-N-(6-(((S)-1-(6-cyclopropyl-8-(3-methyl-2,4-dioxoimidazolidin-1-yl)imidazo[1,2-a]pyridin-2-yl)ethyl)amino)pyrimidin-4-yl)-2-(4-methylpyrimidin-2-yl)cyclopropane-1-carboxamide